1-[2-(4-dimethylamino-anilino)-pyrimidin-4-yl]-1H-indole-3-carboxamide CN(C1=CC=C(NC2=NC=CC(=N2)N2C=C(C3=CC=CC=C23)C(=O)N)C=C1)C